di-tert-butyl (4aR)-10-methyl-11-oxo-1,2,4,4a,5,6,11,12-octahydro-3H,10H-pyrazino[1',2':5,6][1,5]oxazocino[2,3-g]quinoxaline-3,9(14H)-dicarboxylate CC1C(NC2=CC3=C(C=C2N1C(=O)OC(C)(C)C)OCC[C@H]1N(C3)CCN(C1)C(=O)OC(C)(C)C)=O